C(C)(C)(C)OC(=O)N1[C@@H]([C@@H](CC1)O)C (2r,3r)-3-hydroxy-2-methylpyrrolidine-1-carboxylic acid tert-butyl ester